Br[C@@H](C(=O)O)CCC1CCC1 (R)-2-bromo-4-cyclobutylbutyric acid